NC=1N=C2C(=NC1)N(C(N2CCC(C)(C)O)=O)C 5-amino-3-(3-hydroxy-3-methylbutyl)-1-methyl-1,3-dihydro-2H-imidazo[4,5-b]pyrazin-2-one